6-(1-(tert-butyloxycarbonyl)-1H-pyrazol-4-yl)-5-fluoro-8-hydroxy-3,4-dihydroisoquinoline-2(1H)-carboxylic acid tert-butyl ester C(C)(C)(C)OC(=O)N1CC2=C(C=C(C(=C2CC1)F)C=1C=NN(C1)C(=O)OC(C)(C)C)O